C[Si](CCOC(=O)OC1=CC=C(C=C1)[N+](=O)[O-])(C)C 4-(2-(trimethylsilyl)ethoxycarbonyloxy)nitrobenzene